8-((4-(butyryl-2,2-d2)piperidin-1-yl-4-d)methyl)-3,9-dihydroxybenzo[5,6]oxazepin C(C(CC)([2H])[2H])(=O)C1(CCN(CC1)CC1=C(C2=C(C=CC(=NO2)O)C=C1)O)[2H]